BrCC1=NC=C(C=C1)C=1OC(=NN1)C(F)F 2-(Bromomethyl)-5-[5-(difluoromethyl)-1,3,4-oxadiazol-2-yl]pyridine